4-Benzoylbiphenyl C(C1=CC=CC=C1)(=O)C1=CC=C(C=C1)C1=CC=CC=C1